[Hg+].[Si]([O-])([O-])([O-])[O-].[Hg+].[Hg+].[Hg+] Silicate mercury